CO[Si](C(C)CCC(C)[Si](OC)(OC)OC)(OC)OC 2,5-bis(trimethoxysilyl)hexane